N-{1-[(oxolan-2-yl)methyl]-1H-pyrazol-4-yl}-9H-purin-6-amine O1C(CCC1)CN1N=CC(=C1)NC1=C2N=CNC2=NC=N1